ClC=1C=C(C=CC1Cl)[C@H](CC1=NOC(=N1)CN1C(N(C=C(C1=O)C)C)=O)O (S)-3-((3-(2-(3,4-dichlorophenyl)-2-hydroxyethyl)-1,2,4-oxadiazol-5-yl)methyl)-1,5-dimethylpyrimidine-2,4(1H,3H)-dione